(3-amino-5-methyl-4,5,6,7-tetrahydropyrazolo[4,3-c]pyridin-2-yl)(4,5,6,7-tetrahydro-1H-indol-4-yl)methanone NC=1N(N=C2C1CN(CC2)C)C(=O)C2C=1C=CNC1CCC2